2,6-Bis(benzyloxy)-3-(4-(4-(4-chlorophenyl)-3,3-difluoropiperidin-1-yl)-3-fluorophenyl)pyridine C(C1=CC=CC=C1)OC1=NC(=CC=C1C1=CC(=C(C=C1)N1CC(C(CC1)C1=CC=C(C=C1)Cl)(F)F)F)OCC1=CC=CC=C1